6-amino-9-[(4-bromophenyl)methyl]-2-ethylsulfinyl-7H-purin-8-one NC1=C2NC(N(C2=NC(=N1)S(=O)CC)CC1=CC=C(C=C1)Br)=O